C(#N)CCNC1CCCCC1 N-(2-cyanoethyl)-N-cyclohexylamine